FC1(OC2=C(O1)C=C1C(=C2)OC[C@@]1(C(=O)N[C@H]1C[C@H](OC2=C1C=CC(=C2)OC)[C@@H]2CC[C@H](CC2)C(=O)O)C)F Trans-4-[(2s,4s)-4-{[(7R)-2,2-difluoro-7-methyl-6,7-dihydro-2H-furo[2,3-f][1,3]benzodioxol-7-carbonyl]amino}-7-methoxy-3,4-dihydro-2H-1-benzopyran-2-yl]cyclohexane-1-carboxylic acid